tert-butyl exo-6-formyl-3-azabicyclo[3.1.0]hexane-3-carboxylate CC(C)(C)OC(=O)N1C[C@@H]2[C@H](C1)C2C=O